5-(((2S,3S)-3-((3,5-bis(trifluoromethyl)benzyl)oxy)-2-(4-hydroxy-3-(125I)iodophenyl)piperidin-1-yl)methyl)-1H-1,2,4-triazol-3(2H)-one FC(C=1C=C(CO[C@@H]2[C@@H](N(CCC2)CC2=NC(NN2)=O)C2=CC(=C(C=C2)O)[125I])C=C(C1)C(F)(F)F)(F)F